2-(4-(2-acetoxy-2-cyanovinyl)-2-chlorophenyl)-4,5-diphenyl-1H-imidazol-1-ylbenzoate C(C)(=O)OC(=CC1=CC(=C(C=C1)C=1N(C(=C(N1)C1=CC=CC=C1)C1=CC=CC=C1)C1=C(C(=O)[O-])C=CC=C1)Cl)C#N